O.C[O-] methanolate monohydrate